NCCNC1=NC=2N3C(NCCCS(NC4=C(C(N([C@H](C(=N3)C2)CC)C)=O)C=C(C=C4)C)(=O)=O)=C1C (17S)-3-[(2-aminoethyl)amino]-17-ethyl-4,13,16-trimethyl-7,8,16,17-tetrahydro-5H-18,1-(metheno)-9λ6-pyrimido[6,1-g][2,1,6,8,9,12]benzothiapentaazacyclopentadecine-9,9,15(6H,10H)-trione